6-cyclopropylpicolinic acid lithium [Li].C1(CC1)C1=CC=CC(=N1)C(=O)O